NC1=C(C=2C(=NC(=C(C2)C)C)N1C1=C(C(=CC=C1C)O)C)C(=O)C1=NN2C(C=CC=C2)=C1 (2-amino-1-(3-hydroxy-2,6-dimethylphenyl)-5,6-dimethyl-1H-pyrrolo[2,3-b]pyridin-3-yl)(pyrazolo[1,5-a]pyridin-2-yl)methanone